FC1=CN=C(C2=CC=CC=C12)OC 4-fluoro-1-methoxyisoquinoline